CC1=C(C=C(C(=C1)O)[N+](=O)[O-])C1=CC=CC=C1 2-methyl-5-nitro-[1,1'-biphenyl]-4-ol